BrC=1C=NC(=C(C(=O)O)C1)OC(F)F 5-bromo-2-(difluoromethoxy)nicotinic acid